NC1=NC=2C=CC=C(C2C2=C1N=C(N2C)COCC)OCCCCNS(=O)(=O)C N-(4-((4-amino-2-(ethoxymethyl)-1-methyl-1H-imidazo[4,5-c]quinolin-9-yl)oxy)butyl)methanesulfonamide